tert-butyl ((R)-1-(((S)-1-((4-(N-((benzyloxy)carbonyl)carbamimidoyl)benzyl)amino)-1-oxopropan-2-yl)amino)-1-oxo-4-(4-(trifluoromethyl)phenyl)butan-2-yl)carbamate C(C1=CC=CC=C1)OC(=O)NC(=N)C1=CC=C(CNC([C@H](C)NC([C@@H](CCC2=CC=C(C=C2)C(F)(F)F)NC(OC(C)(C)C)=O)=O)=O)C=C1